methyl 1-(3,3,3-trifluoropropyl)-1H-1,2,4-triazole-5-carboxylate FC(CCN1N=CN=C1C(=O)OC)(F)F